N1(CCC1)CCCO 3-(azetidin-1-yl)propan-1-ol